(2H-tetrazol-5-ylmethyl)pyrazolo[4,3-b]pyridin N=1NN=NC1CC1=NNC=2C1=NC=CC2